(R)-6-(2-(ethoxymethoxy)-4-ethynylphenyl)-5-methyl-N-(1-methylpiperidin-3-yl)-1,2,4-triazin-3-amine C(C)OCOC1=C(C=CC(=C1)C#C)C1=C(N=C(N=N1)N[C@H]1CN(CCC1)C)C